C(C1=CC=CC=C1)N1N=C(C=2C1=NC(=NC2)NC(C)=O)Br N-{1-benzyl-3-bromo-1H-pyrazolo[3,4-d]pyrimidin-6-yl}acetamide